N-(4-(7-ethoxy-1,3,4,5-tetrahydro-2H-benzo[c]azepine-2-yl)-2,6-dimethylphenyl)-3,3-Dimethylbutanamide C(C)OC1=CC2=C(CN(CCC2)C2=CC(=C(C(=C2)C)NC(CC(C)(C)C)=O)C)C=C1